5'-bromo-1',7'-dimethyl-spiro[cyclohexane-1,3'-indole]-2',4-dione BrC=1C=C2C3(C(N(C2=C(C1)C)C)=O)CCC(CC3)=O